C[C@@]12CCC=3N=C(SC3C2CC[C@H]2[C@H]3[C@](CC[C@H]12)(C(CC3)=O)C)NN3CCNCC3 (5aR,5bS,7aS,10aS,10bR)-5a,7a-dimethyl-2-((piperazin-1-yl)amino)-4,5,5a,5b,6,7,7a,9,10,10a,10b,11,12,12a-tetradecahydro-8H-cyclopenta[7,8]phenanthro[2,1-d]thiazol-8-one